[Zn].[Mg] magnesium zinc